(1s,2R,3R,4R)-1-((2R)-2-((4R,5R)-2-(2,3-difluorophenyl)-5-hydroxy-1,3-dioxan-4-yl)-2-hydroxyethyl)-3,4-dihydroxy-2-(hydroxymethyl)pyrrolidin-1-ium FC1=C(C=CC=C1F)C1OC[C@H]([C@H](O1)[C@@H](C[NH+]1[C@@H]([C@H]([C@@H](C1)O)O)CO)O)O